N-tert-butyl-3-aminophenylsulfonamide C(C)(C)(C)NS(=O)(=O)C1=CC(=CC=C1)N